ClC=1C=CC=2N(N1)C(=NN2)C(F)(F)F 6-chloro-3-(trifluoromethyl)-[1,2,4]triazolo[4,3-b]pyridazine